10,10-dimethyl-4-(1-methyl-1H-pyrazole-4-carbonyl)-9-oxo-1-oxa-4-azaspiro[5.5]undec-7-ene-8-carbonitrile CC1(C(C(=CC2(CN(CCO2)C(=O)C=2C=NN(C2)C)C1)C#N)=O)C